N-(2-(4-(1H-pyrrolo[2,3-b]pyridin-4-yl)phenyl)-2-(4-chlorophenyl)-2-hydroxyethyl)acetamide N1C=CC=2C1=NC=CC2C2=CC=C(C=C2)C(CNC(C)=O)(O)C2=CC=C(C=C2)Cl